N-(2-(2-oxa-6-azaspiro[3.4]octan-6-yl)pyrimidin-4-yl)-3-(2-fluoro-4-methoxyphenyl)isoxazol-5-amine C1OCC12CN(CC2)C2=NC=CC(=N2)NC2=CC(=NO2)C2=C(C=C(C=C2)OC)F